N-(2-(diisopropylamino)ethyl)-2-(4-(methylcarbamoyl)phenyl)benzo[d]imidazo[2,1-b]thiazole-7-carboxamide C(C)(C)N(CCNC(=O)C1=CC2=C(N3C(S2)=NC(=C3)C3=CC=C(C=C3)C(NC)=O)C=C1)C(C)C